C(C)(C)(C)C1=C(C(=C(C=C1)C1=CC=CC=C1)C(C)(C)C)O di-tert-butyl-[1,1'-biphenyl]-3-ol